n-butyltris(2,4,6-trifluorophenyl)boron C(CCC)C=1C(=C(C(=CC1F)F)B(C1=C(C=C(C=C1F)F)F)C1=C(C=C(C=C1F)F)F)F